N-cyclohexylhydroxylamine C1(CCCCC1)NO